FC1=C(C(=C(C(=C1OC(CC)=O)F)F)F)F propionic acid pentafluorophenyl ester